CC(CCCCCCCCC)C(=O)OC(C)(C)C Tert-butyl undecane-2-carboxylate